dicarboxyisopropylacrylamide C(=O)(O)C(=C(C(=O)N)C(C)C)C(=O)O